FC1=CC=C(C=C1F)C1=NNC(=C1O)C 3-(4,5-difluorophenyl)-5-methyl-pyrazol-4-ol